FC1(C(N(C2=C(O1)C=C(C(=C2)C2=C(C(=C(C(=C2F)F)F)F)F)F)CC(=O)NS(=O)(=O)C(F)(F)F)=O)F 2-(2,2,7-trifluoro-3-oxo-6-(perfluorophenyl)-2,3-dihydro-4H-benzo[b][1,4]oxazin-4-yl)N-((trifluoromethyl)sulfonyl)acetamide